C(C)(C)(C)OC(=O)N[C@@H](CC1=CNC2=CC=CC=C12)C(=O)O N-t-Butoxycarbonyl-tryptophane